6-chloro-3-fluoro-2-methylimidazo[1,2-b]pyridazine ClC=1C=CC=2N(N1)C(=C(N2)C)F